CC1=CC(=NC(=C1)C)C=1C=C2CN(C(C2=CC1)=O)C1C(NC(CC1)=O)=O 3-(5-(4,6-dimethylpyridin-2-yl)-1-oxoisoindolin-2-yl)piperidine-2,6-dione